[Cl-].[Cl-].ClC1=C(O[Ti+2]OC2=C(C=C(C=C2)Cl)Cl)C(=CC=C1)Cl 2,6-dichlorophenoxy(2,4-dichlorophenoxy)titanium dichloride